ClC=1C=CC(=C(C(=O)NC=2C=C3C=CN=CC3=CC2)C1)O 5-chloro-2-hydroxy-N-(isoquinolin-6-yl)benzamide